C(C1=CC=CC=C1)SC1=C(C=C(C=C1C)Cl)F benzyl(4-chloro-2-fluoro-6-methylphenyl)sulfane